IC=1C=NN2C1C(NCC2C)=O 3-iodo-7-methyl-6,7-dihydropyrazolo[1,5-a]pyrazin-4(5H)-one